COC=1C=C(C=CC1)SC1=CC=C(C=C1)C (3-methoxyphenyl)(p-tolyl)sulfane